C(CCCCCCCCC)OC([C@H](C)OP(=O)(OC1=CC=C(C=C1)[N+](=O)[O-])N[C@@H](CC1=CC=CC=C1)C(=O)[O-])=O ((({S}-1-(decyloxy)-1-oxopropan-2-yl)oxy)(4-nitrophenoxy)phosphoryl)-L-phenylalaninate